OC1([C@H](O)[C@@H](O)[C@@H](O)[C@H](O1)CO)O α-D-galactonic acid